R-2-O-sulfolactate S(=O)(=O)(O)O[C@@H](C(=O)[O-])C